NC=1C2=C(N(C(N1)=O)C=1C=C(C#N)C=CC1)N=C(C=C2)C2CC2 3-(4-amino-7-cyclopropyl-2-oxopyrido[2,3-d]pyrimidin-1(2H)-yl)benzonitrile